C(C)(C)(C)OC(=O)N1[C@H]2CN(C[C@@H]1CC2)C2=NC(=NC(=C2C#N)C2=CC1=CC=CC=C1C=C2)SC (1r,5s)-3-(5-cyano-2-(methylthio)-6-(naphthalen-2-yl)pyrimidin-4-yl)-3,8-diazabicyclo[3.2.1]octane-8-carboxylic acid tert-butyl ester